N1(C=NC=C1)C1=NC(=CC(=N1)C(=O)NC=1C=NC(=NC1)OCCOC)C(F)(F)F 2-(1H-imidazol-1-yl)-N-(2-(2-methoxyethoxy)pyrimidin-5-yl)-6-(trifluoromethyl)pyrimidine-4-carboxamide